(e)-1-(3,5-Bis(trifluoromethyl)phenyl)-N-(4-(morpholinosulfonyl)benzyl)methanimine FC(C=1C=C(C=C(C1)C(F)(F)F)\C=N\CC1=CC=C(C=C1)S(=O)(=O)N1CCOCC1)(F)F